4-(1-(1-(propylsulfonyl)pyrrolidin-3-yl)-1,6-dihydroimidazo[4,5-d]Pyrrolo[2,3-b]Pyridin-2-yl)benzene-1,3-diol C(CC)S(=O)(=O)N1CC(CC1)N1C(=NC=2C1=C1C(=NC2)NC=C1)C1=C(C=C(C=C1)O)O